CC1=C(C(=NO1)C=1C=NC(=CC1)C)COC1=CC2=C(C=N1)C(N(C2)C2CCOCC2)=O 6-((5-methyl-3-(6-methylpyridin-3-yl)isoOxazol-4-yl)methoxy)-2-(tetrahydro-2H-pyran-4-yl)-1H-pyrrolo[3,4-c]Pyridin-3(2H)-one